(3R)-3-[6-chloro-2-(2,5-dimethylmorpholine-4-carbonyl)-1,2,3,4-tetrahydroisoquinolin-8-yl]morpholine-4-carboxylic acid tert-butyl ester C(C)(C)(C)OC(=O)N1[C@@H](COCC1)C=1C=C(C=C2CCN(CC12)C(=O)N1CC(OCC1C)C)Cl